Cl.N1(CCNCC1)C=1C=CC=C2C(=CN=CC12)N1C(NC(CC1)=O)=O 1-(8-(piperazin-1-yl)isoquinolin-4-yl)dihydropyrimidine-2,4(1H,3H)-dione hydrochloride